(2R,3S,4S,5R,6S)-2-(hydroxymethyl)-6-(3-(oxiran-2-ylmethoxy)-5-((E)-4-(oxiran-2-ylmethoxy)styryl)phenoxy)tetrahydro-2H-pyran-3,4,5-triol OC[C@H]1O[C@H]([C@@H]([C@H]([C@@H]1O)O)O)OC1=CC(=CC(=C1)\C=C\C1=CC=C(C=C1)OCC1OC1)OCC1OC1